CN(C)C(=[N+]1N=[N+](C2=NC=CC=C21)[O-])N(C)C 1-[bis(dimethylamino)-methylene]-1H-1,2,3-triazolo[4,5-b]pyridinium 3-oxid